C1N(CCC12CNCCC2)C(=O)OC(C)(C)C tert-butyl 2,7-diazaspiro[4.5]decane-2-carboxylate